C1(CCCC1)N1N=NC2=C1C=CC(=C2)C2=NOC(=N2)C2=C(C=CC=C2)OC(F)(F)F 3-(1-cyclopentyl-1H-benzo[d][1,2,3]triazol-5-yl)-5-(2-(trifluoro-methoxy)phenyl)-1,2,4-oxadiazole